tert-Butyl 4-((6-(6-chloro-4-(((1s,4s)-4-hydroxy-4-methylcyclohexyl)amino)pyridin-3-yl)pyridazin-3-yl)oxy)piperidine-1-carboxylate ClC1=CC(=C(C=N1)C1=CC=C(N=N1)OC1CCN(CC1)C(=O)OC(C)(C)C)NC1CCC(CC1)(C)O